2-(2-(6-chloro-4-fluoropyridin-3-yl)pyrimidin-5-yl)propan-2-ol ClC1=CC(=C(C=N1)C1=NC=C(C=N1)C(C)(C)O)F